4-chloro-5-((3R)-3-((4-(3,5-dimethyl-1-(oxetan-2-ylmethyl)-1H-pyrazol-4-yl)pyridin-2-yl)oxy)pyrrolidin-1-yl)pyridazin-3(2H)-one ClC=1C(NN=CC1N1C[C@@H](CC1)OC1=NC=CC(=C1)C=1C(=NN(C1C)CC1OCC1)C)=O